ClC1=NC=CC(=C1Cl)C#N 2,3-dichloropyridine-4-carbonitrile